4-(benzyloxy)cyclohexane-1-ol C(C1=CC=CC=C1)OC1CCC(CC1)O